3-(2-((Tert-Butyldiphenylsilyl)oxy)ethyl)-4-methoxy-2-(6-methoxy-1H-indol-2-yl)benzofuran-6-carboxylic acid ethyl ester C(C)OC(=O)C1=CC2=C(C(=C(O2)C=2NC3=CC(=CC=C3C2)OC)CCO[Si](C2=CC=CC=C2)(C2=CC=CC=C2)C(C)(C)C)C(=C1)OC